Cyclooctatetraen C1=CC=CC=CC=C1